CCN(C1=NC(=C2C(=C1)NC(C(=N2)CN(C)C3=CC=C(C=C3)OC)C)N)C(=O)[O-] N,N-Diallyl-2-chloroacetamide